ethylenebis(stearylamide) C(C[N-]CCCCCCCCCCCCCCCCCC)[N-]CCCCCCCCCCCCCCCCCC